C1(=CC=CC2=CC=CC=C12)OC(C(=O)O)C 2-(1-naphthoxy)propionic acid